FC=1C(=NC(=NC1)NC=1C(=NN(C1)CCN1CCOCC1)C)N1C=C(C2=CC(=CC=C12)NC(C=C)=O)C N-[1-[5-fluoro-2-[[3-methyl-1-(2-morpholinoethyl)pyrazol-4-yl]amino]pyrimidin-4-yl]-3-methyl-indol-5-yl]prop-2-enamide